COC1=C(C=CC=C1)N1CCN(CC1)CCCCNC(=O)N1CC=2C(CC1)=NN(C2)C N-(4-(4-(2-Methoxyphenyl)piperazin-1-yl)butyl)-2-methyl-2,4,6,7-tetrahydro-5H-pyrazolo[4,3-c]pyridine-5-carboxamide